3-chloro-6-ethyl-N-methyl-5-(tetrahydropyran-4-ylamino)pyrazine-2-carboxamide ClC=1C(=NC(=C(N1)NC1CCOCC1)CC)C(=O)NC